3-(benzo[d]thiazol-2-yl)-2,4,5,6-tetrakis(9H-pyrido[3,4-b]indol-9-yl)benzonitrile S1C(=NC2=C1C=CC=C2)C=2C(=C(C#N)C(=C(C2N2C1=C(C3=CC=CC=C23)C=CN=C1)N1C2=C(C3=CC=CC=C13)C=CN=C2)N2C1=C(C3=CC=CC=C23)C=CN=C1)N1C2=C(C3=CC=CC=C13)C=CN=C2